[I-].CN(C1=CC=C(C=C1)/C=C/C=C/C1=[N+](C=2C=CC3=C(C2C1(C)C)C=CC=C3)CCO)C 2-((1E,3E)-4-(4-(dimethylamino)phenyl)but-1,3-dien-1-yl)-3-(2-hydroxyethyl)-1,1-dimethyl-1H-benzo[e]indol-3-ium iodide